OC(CC(C(=O)O)=C)COC1=CC=CC=C1.C(C=C)(=O)O monoacrylate (2-hydroxy-3-phenoxypropyl acrylate)